ethyl-1-methoxybutanol C(C)C(CCC)(O)OC